2-((4-((3-(4-methoxy-2-methylphenyl)-3-phenylureido)methyl)cyclohexyl)methoxy)acetic acid COC1=CC(=C(C=C1)N(C(NCC1CCC(CC1)COCC(=O)O)=O)C1=CC=CC=C1)C